CN1C=CC2=CC(=CC=C12)C(F)(F)F 1-Methyl-5-(trifluoromethyl)-1H-indole